C(C1=CC=CC=C1)OCC1CN(C1)C1=CC2=C(N(C(N2C)=O)C2C(NC(CC2)=O)=O)C=C1 3-(5-(3-((benzyloxy)methyl)azetidin-1-yl)-3-methyl-2-oxo-2,3-dihydro-1H-benzo[d]imidazol-1-yl)piperidine-2,6-dione